[Cl-].C(CCCCCCCCCCC)[N+](C)(CCO)CCO lauryl-bishydroxyethyl-methyl-ammonium chloride